C(C)OC(=O)C=1N(C=CC1)NCC1=C(C=C(C=C1)F)C#N ((2-cyano-4-fluorobenzyl)amino)-1H-pyrrole-2-carboxylic acid ethyl ester